C(C)(C)(C)OC(CC[C@@H](C(=O)N)N1C(C2=CC=C(C=C2C1)C1=NC(=C(C=C1F)C#N)N)=O)=O (S)-5-amino-4-(5-(6-amino-5-cyano-3-fluoropyridin-2-yl)-1-oxoisoindolin-2-yl)-5-oxopentanoic acid tert-butyl ester